Ethyl 2-(4-((4-(3-chloro-4-(trifluoromethyl) phenyl)-5-oxo-4,5-dihydro-1H-1,2,4-triazol-1-yl) methyl)-2,6-dimethylphenoxy)-2-methylpropionate ClC=1C=C(C=CC1C(F)(F)F)N1C=NN(C1=O)CC1=CC(=C(OC(C(=O)OCC)(C)C)C(=C1)C)C